1-benzyl-3-methyl-3-phospholene C(C1=CC=CC=C1)P1CC(=CC1)C